FC=1C=C(C=CC1F)[C@H]1[C@@H](C1)NC=1C2=C(N=C(N1)C1=NC=CC=C1)SC(=C2)C N-((1R,2S)-2-(3,4-difluorophenyl)cyclopropyl)-6-methyl-2-(pyridin-2-yl)thieno[2,3-d]pyrimidin-4-amine